C[C@@H]1CN(C[C@@H](N1C)C)C=1N=NC=CN1 3-[(3R,5S)-3,4,5-trimethylpiperazin-1-yl]-1,2,4-triazin